5,7-dimethoxy-4-oxo-2-(3,4,5-trimethoxyphenyl)-4H-chromen-3-yl 3-bromobenzenesulfonate BrC=1C=C(C=CC1)S(=O)(=O)OC1=C(OC2=CC(=CC(=C2C1=O)OC)OC)C1=CC(=C(C(=C1)OC)OC)OC